N-(2-hydroxyethyl)aniline OCCNC1=CC=CC=C1